2-tert-butyl-N-{2-fluoro-4-methyl-5-[8-(morpholin-4-yl)imidazo[1,2-a]pyridin-6-yl]phenyl}morpholine-4-carboxamide C(C)(C)(C)C1CN(CCO1)C(=O)NC1=C(C=C(C(=C1)C=1C=C(C=2N(C1)C=CN2)N2CCOCC2)C)F